2-ethylundecan-1-ol C(C)C(CO)CCCCCCCCC